O1C(COC2=C1C=CC=C2)CNC=2C=NC=CC2C(=O)O 3-[(2,3-dihydro-1,4-benzodioxin-2-ylmethyl)amino]pyridine-4-carboxylic acid